1-{4-[(2-{3-[(5-fluoro-4-methanesulfonyl-2-methoxyphenyl)amino]prop-1-yn-1-yl}-1-(2,2,2-trifluoroethyl)-1H-indol-4-yl)amino]piperidin-1-yl}-3-methoxypropan-2-ol FC=1C(=CC(=C(C1)NCC#CC=1N(C2=CC=CC(=C2C1)NC1CCN(CC1)CC(COC)O)CC(F)(F)F)OC)S(=O)(=O)C